C(#N)N1[C@@H](C[C@H](C1)C1=CC=CC=C1)C(=O)N(C=1SC=C(N1)C1=CC=CC=C1)C (2S,4S)-1-cyano-N-methyl-4-phenyl-N-(4-phenylthiazol-2-yl)pyrrolidine-2-carboxamide